OC1=C(C=C(C=C1)OC)C(C)(C)C 4-hydroxy-3-tertiary butyl-anisole